N-(tert-Butyl)-2-(3-(5-(4-methoxyphenyl)-4-((1-methyl-1H-pyrazol-4-yl)amino)pyrimidin-2-yl)phenoxy)acetamide C(C)(C)(C)NC(COC1=CC(=CC=C1)C1=NC=C(C(=N1)NC=1C=NN(C1)C)C1=CC=C(C=C1)OC)=O